N1[C@@H](CCC1)C(=O)O |r| DL-proline